O1CCOC12CCC(CC2)NC=2C(=CC=CC2)N N2-(1,4-dioxaspiro[4.5]decan-8-yl)benzene-1,2-diamine